FC1=C(C=CC=C1)C#C 2-fluorophenyl-acetylene